mono-n-hexadecyloxy tetraoxypropylene phosphate P1(=O)(OOCCCCCCCCCCCCCCCC)OOOOOCC(C)O1